6-(5-chloro-2-fluorophenyl)-N3-methyl-N3-(oxolan-3-yl)pyridazine-3,4-diamine ClC=1C=CC(=C(C1)C1=CC(=C(N=N1)N(C1COCC1)C)N)F